Tert-butyl (2R,4S)-2-[(4-tert-butylphenyl)-[2-(cyclohexylamino)-2-oxo-1-(3-pyridyl)ethyl]carbamoyl]-4-hydroxy-pyrrolidine-1-carboxylate C(C)(C)(C)C1=CC=C(C=C1)N(C(=O)[C@@H]1N(C[C@H](C1)O)C(=O)OC(C)(C)C)C(C(=O)NC1CCCCC1)C=1C=NC=CC1